FC1=CC=C(C=C1)C(CCC[C@@H](C)[C@H]1CC[C@H]2[C@@H]3CC[C@H]4[C@H]([C@H](CC[C@]4(C)[C@H]3CC[C@]12C)O)O)O 24-[(4-fluorophenyl)(hydroxy)methyl]-5α-cholane-3β,4β-diol